[Sn](Cl)Cl Tin dichloride